F[C@H](CN1CC2(CS(C2)(=O)=O)CC1)CC1=CC=C(C=C1)C(F)(F)F (S)-6-(2-fluoro-3-(4-(trifluoromethyl)phenyl)propyl)-2-thia-6-azaspiro[3.4]octane 2,2-dioxide